(±)-allyl 2-[4-[3-[tert-butylsulfinyl(2-trimethylsilylethoxymethyl)amino]oxetan-3-yl]phenyl]acetate C(C)(C)(C)[S@@](=O)N(C1(COC1)C1=CC=C(C=C1)CC(=O)OCC=C)COCC[Si](C)(C)C |r|